C(CCCCC)OC1=C(C(=CC=C1)OCCCCCC)C=1C2=CC=C(N2)C(=C2C=CC(C(=C3C=CC(=C(C=4C=CC1N4)Br)N3)C3=C(C=CC=C3OCCCCCC)OCCCCCC)=N2)Br 5,15-bis(2,6-dihexoxyphenyl)-10,20-dibromoporphyrin